6-bromo-3-(tert-butyl)-1-methylquinazoline-2,4(1H,3H)-dione BrC=1C=C2C(N(C(N(C2=CC1)C)=O)C(C)(C)C)=O